COC1=C(C=CC=C1)N1CCN(CC1)CCCC1=C(C(N(C(N1C)=O)C)=O)N 6-{3-[4-(2-methoxyphenyl)-1-piperazinyl]-propyl}-amino-1,3-dimethyluracil